4-(2-methoxyphenyl)-1-toluenesulfonyl-3,4-dihydropyridin-2(1H)-one COC1=C(C=CC=C1)C1CC(N(C=C1)S(=O)(=O)CC1=CC=CC=C1)=O